(±)-(trans)-3-(1-(3,4-dichlorobenzyl)-3,7-dimethyl-2,6-dioxo-2,3,6,7-tetrahydro-1H-purin-8-ylamino)cyclopentanecarboxylic acid ClC=1C=C(CN2C(N(C=3N=C(N(C3C2=O)C)N[C@@H]2C[C@H](CC2)C(=O)O)C)=O)C=CC1Cl |r|